C1(CC1)C1=C(C=C(C=C1)N1C(C2=CC=CC=C2[C@@H]([C@H]1C1=CC2=C(OCCO2)C=C1)C(=O)O)=O)F |r| (3S,4S) and (3R,4R)-2-(4-cyclopropyl-3-fluorophenyl)-3-(2,3-dihydro-1,4-benzodioxin-6-yl)-1-oxo-1,2,3,4-tetrahydroisoquinoline-4-carboxylic acid